CC1(C=CC=C1)[Hf](N(CC)CC)(N(CC)CC)C1(C=CC=C1)C Bis(methylcyclopentadienyl)bis(diethylamino)hafnium